methyl 16-hydroxy-(9E)-hexadeca-9-enoate OCCCCCC/C=C/CCCCCCCC(=O)OC